2-(4-(4-ethoxy-6-((4-methoxybenzyl)oxy)pyridine-3-yl)-2-fluorophenyl)acetamide C(C)OC1=C(C=NC(=C1)OCC1=CC=C(C=C1)OC)C1=CC(=C(C=C1)CC(=O)N)F